BrC1=CC(NN=C1)=O 5-bromopyridazin-3(2H)-one